FC1=C(OP(=O)(OC2=CC=CC=C2)N[C@@H](C)C(=O)OCC2CC2)C(=C(C(=C1F)F)F)F Cyclopropylmethyl ((perfluorophenoxy)(phenoxy)phosphoryl)-L-alaninate